NC1=NC=C(C=C1NCC(C(=O)O)N1C[C@@H](O[C@@H](C1)C)C)Br 3-((2-amino-5-bromopyridin-3-yl)amino)-2-((2S,6R)-2,6-dimethylmorpholinyl)propanoic acid